C1(=CC=CC=C1)C[C@@H](CN1CCCCC1)N (S)-1-phenyl-3-(piperidin-1-yl)-2-propylamine